C1=CC=CC=2C3=CC=CC=C3C(C12)COC(=O)N[C@H](C(=O)O)CC1=CC=C(C=C1)C (2S)-2-[9H-fluoren-9-ylmethoxycarbonylamino]-3-(4-methylphenyl)propionic acid